N1=CN=C(C2=C1NC=C2)N2CC1(CC1)[C@H](CC2)C(=O)OCC2(CS(C2)(=O)=O)CO [3-(hydroxymethyl)-1,1-dioxo-thietan-3-yl]methyl (8S)-5-(7H-pyrrolo[2,3-d]pyrimidin-4-yl)-5-azaspiro[2.5]octane-8-carboxylate